phosphorus nickel-iron [Fe].[Ni].[P]